ethyl (R)-4-((1-(2-cyanoacetyl) piperidin-3-yl) amino)-1H-pyrrolo[2,3-b]pyridine-5-carboxylate C(#N)CC(=O)N1C[C@@H](CCC1)NC1=C2C(=NC=C1C(=O)OCC)NC=C2